7-Hydroxy-2,2-diphenyl-8-(4-(4-(piperidin-1-yl)butoxy)phenyl)-6H-[1,3]dioxolo[4,5-h]chromen-6-one OC1=C(OC=2C3=C(C=CC2C1=O)OC(O3)(C3=CC=CC=C3)C3=CC=CC=C3)C3=CC=C(C=C3)OCCCCN3CCCCC3